1-(3,4-dimethyl-2-(p-tolyl)-2H-pyrazolo[3,4-d]pyridazin-7-yl)-N-(3-(dimethylamino)propyl)pyrrolidine-3-carboxamide CC=1N(N=C2C(=NN=C(C21)C)N2CC(CC2)C(=O)NCCCN(C)C)C2=CC=C(C=C2)C